C(C)(C)C1=C(C=CC(=C1)Br)Br 2-isoPropyl-1,4-Dibromobenzol